6-chloro-8-(4-chloro-2-fluorophenyl)-2,3-dimethylpyrido[3,4-d]pyrimidin-4(3H)-one ClC1=CC2=C(N=C(N(C2=O)C)C)C(=N1)C1=C(C=C(C=C1)Cl)F